F[C@@H]1C[C@H](N(C1)C(CN1C=CC2=C(C=CC=C12)F)=O)C(=O)N[C@H](C1=CC=C(C=C1)C(C)C)C1=CC=CC=C1 (2S,4R)-4-fluoro-1-[2-(4-fluoro-1H-indol-1-yl)acetyl]-N-[(S)-phenyl[4-(propan-2-yl)phenyl]methyl]pyrrolidine-2-carboxamide